C(C)(C)N1C(=NN2C(C1=O)=NC=C2)C=2C=NN(C2)CCOC 3-Isopropyl-2-(1-(2-methoxyethyl)-1H-pyrazol-4-yl)imidazo[2,1-f][1,2,4]triazin-4(3H)-one